5-(((trans-3-(3'-cyclopropyl-1'H-[1,4'-bipyrazol]-1'-yl)cyclobutyl)methyl)amino)-2-(2,6-dioxopiperidin-3-yl)isoindoline-1,3-dione C1(CC1)C1=NN(C=C1N1N=CC=C1)[C@@H]1C[C@H](C1)CNC=1C=C2C(N(C(C2=CC1)=O)C1C(NC(CC1)=O)=O)=O